4-bromo-7-(bromomethyl)-1-methyl-1H-pyrazolo[4,3-c]quinoline BrC1=NC=2C=C(C=CC2C2=C1C=NN2C)CBr